C(C)(C)(C)N1N=NC(=C1)C(=O)N[C@H]1C2=C(CN(CC1)CCO)C=C(C=C2)C2=NC(=NC=C2)NC=2C=NN(C2)C(C)C (R)-1-(tert-butyl)-N-(2-(2-hydroxyethyl)-8-(2-((1-isopropyl-1H-pyrazol-4-yl)amino)pyrimidin-4-yl)-2,3,4,5-tetrahydro-1H-benzo[c]azepin-5-yl)-1H-1,2,3-triazole-4-carboxamide